8-(trans-4-hydroxy-3-methylpiperidin-1-yl)-5-methyl-6-oxo-5,6-dihydro-1,5-naphthyridine-2-carbonitrile O[C@H]1[C@@H](CN(CC1)C1=CC(N(C=2C=CC(=NC12)C#N)C)=O)C